6-bromo-8-morpholino-[1,2,4]triazolo[1,5-a]pyridine-2-carboxylic acid BrC=1C=C(C=2N(C1)N=C(N2)C(=O)O)N2CCOCC2